2-(5-(((tert-butyldimethylsilyl)oxy)methyl)-3-(2-(2-cyanoethoxy)-2-(5-fluoro-2-methoxyphenyl)ethyl)-2,6-dioxo-3,6-dihydropyrimidin-1(2H)-yl)-N-isopropylpropionamide [Si](C)(C)(C(C)(C)C)OCC1=CN(C(N(C1=O)C(C(=O)NC(C)C)C)=O)CC(C1=C(C=CC(=C1)F)OC)OCCC#N